ClC1=CNC2=C(C=CC=C12)NS(=O)(=O)C1=CC=C(C=C1)C=O N-(3-chloro-1H-indol-7-yl)-4-formylbenzenesulfonamide